2-(4-(ethyl)phenyl)-4-(3,4,5-trimethoxyphenyl)pyrimidine C(C)C1=CC=C(C=C1)C1=NC=CC(=N1)C1=CC(=C(C(=C1)OC)OC)OC